C(C1=CC=CC=C1)N(C(O)=O)C12CC(C1)(C2)CS(=O)(=O)C.ClCC(=O)NC(=O)OCC (2-chloroacetyl)urethane benzyl-(3-((methylsulfonyl)methyl)bicyclo[1.1.1]pentan-1-yl)carbamate